C/C(=C\\C=C\\C=C(/C)\\C=C\\C=C(/C)\\C=C=C1[C@](C[C@H](CC1(C)C)O)(C)O)/C=C/C=C(\\C)/C=C/[C@]23[C@](O2)(C[C@H](CC3(C)C)O)C The molecule is a neoxanthin in which all of the double bonds have trans geometry. It has a role as a biological pigment and a plant metabolite.